1-ethyl-7-hydroxy-2,2,4-trimethyl-1,2-dihydroquinoline C(C)N1C(C=C(C2=CC=C(C=C12)O)C)(C)C